FC=1C=C(C=C(C1)F)B1OC(C(O1)(CO)CO)(CO)CO 2-(3,5-Difluorophenyl)-4,4,5,5-tetramethylol-1,3,2-dioxaborole